1,2,5,6,7,8-hexahydroquinoline-3-carboxylic acid N1CC(=CC=2CCCCC12)C(=O)O